BrC=1C(N(N=CC1OC)CC1=CC=C(C=C1)OC)=O 4-bromo-5-methoxy-2-[(4-methoxyphenyl)methyl]-2,3-dihydropyridazin-3-one